methyl (R)-3-amino-5-(7-chloro-3-cyclohexyl-2-methyl-1,1-dioxido-5-phenyl-2,3,4,5-tetrahydrobenzo[f][1,2,5]thiadiazepin-8-yl)thiophene-2-carboxylate hydrochloride Cl.NC1=C(SC(=C1)C1=CC2=C(N(C[C@H](N(S2(=O)=O)C)C2CCCCC2)C2=CC=CC=C2)C=C1Cl)C(=O)OC